(1aR,7bS)-5-[(1-{(2R)-2-amino-3-[(2-amino-2-oxoethyl)amino]-2-methyl-3-oxopropyl}azetidin-3-yl)oxy]-2-hydroxy-1,1a,2,7b-tetrahydrocyclopropa[c][1,2]benzoxaborinine-4-carboxylic acid N[C@](CN1CC(C1)OC1=C(C2=C([C@@H]3[C@H](B(O2)O)C3)C=C1)C(=O)O)(C(=O)NCC(=O)N)C